NC=1C=C(C=NC1)[C@H]1N(CC(NC1)=O)C(=O)OC(C)(C)C tert-butyl (R)-2-(5-aminopyridin-3-yl)-5-oxopiperazine-1-carboxylate